IC=1C=NN2C1N=C(N=C2N(CC2=CC=C(C=C2)OC)CC2=CC=C(C=C2)OC)SC 8-iodo-N,N-bis[(4-methoxyphenyl)methyl]-2-(methylsulfanyl)pyrazolo[1,5-a][1,3,5]triazin-4-amine